N=1C=NN2C1C=C(C=C2)OC2=C(C=C(C=C2)NC2=NC=NC1=CC=C3C(=C21)OC[C@@H]2N(CCN3C2)C(=O)OC(C)(C)C)F tert-butyl (3R)-13-((4-([1,2,4]triazolo[1,5-a]pyridin-7-yloxy)-3-fluorophenyl)amino)-2,3,5,6-tetrahydro-4H-3,7-methano[1,4,7]oxadiazonino[2,3-f]quinazoline-4-carboxylate